C(C(=O)O)(=O)[O-].C(C(=O)O)(=O)O.B(O)(O)O.[Li+] lithium borate bis(oxalate)